BrC1=NN(C2=C1N=C(N=C2NCCCC)NC(OC)=O)CC2=C(C=C(C=C2)CO)OC Methyl (3-bromo-7-(butylamino)-1-(4-(hydroxymethyl)-2-methoxybenzyl)-1H-pyrazolo[4,3-d]pyrimidin-5-yl)carbamate